4-(Piperazin-1-yl)-N-(quinoxalin-6-ylmethyl)-5-(trifluoromethyl)pyridin-3-amine N1(CCNCC1)C1=C(C=NC=C1C(F)(F)F)NCC=1C=C2N=CC=NC2=CC1